NC1=C(C(=NN1)C1=CC(=CC=C1)C#N)C#N Z-5-amino-3-(3-cyanophenyl)-1H-pyrazole-4-carbonitrile